CC1=NC(=CC=C1N1CCN(CC1)CC=1C=CC=2C=3N(C(NC2C1)=O)N=CC3)C(NC)=O 8-((4-(2-methyl-6-(methylcarbamoyl)pyridin-3-yl)piperazin-1-yl)methyl)pyrazolo[1,5-c]quinazolin-5(6H)-one